N-(3,3-difluoropiperidin-4-yl)-2-methyl-5-((1-methyl-6-oxo-1,6-dihydropyridin-2-yl)methoxy)benzofuran-3-carboxamide FC1(CNCCC1NC(=O)C1=C(OC2=C1C=C(C=C2)OCC=2N(C(C=CC2)=O)C)C)F